ClCC(C[N+](C)(C)C)O (3-chloro-2-hydroxypropyl)trimethylammonium